(3-bromo-2-fluorophenyl)(3-chloropropyl)sulfane BrC=1C(=C(C=CC1)SCCCCl)F